C(C1=CC=CC=C1)OCN1C(N(C(C(=C1)F)=O)COCC1=CC=CC=C1)=O 1,3-Bis-((benzyloxy)methyl)-5-fluoropyrimidine-2,4(1H,3H)-dione